2-azabicyclo[3.2.1]oct-2-ene-3-thiol C12N=C(CC(CC1)C2)S